7-((2R,4S)-2-(1-cyclopropyl-1H-pyrazol-4-yl)tetrahydro-2H-pyran-4-yl)-5-(2,4-difluorophenyl)-3-(fluoromethyl)-2-methylpyrido[3,4-b]pyrazine C1(CC1)N1N=CC(=C1)[C@@H]1OCC[C@@H](C1)C1=CC=2C(=NC(=C(N2)C)CF)C(=N1)C1=C(C=C(C=C1)F)F